FC(F)(F)S(=O)(=O)[O-].FC(F)(F)S(=O)(=O)[O-].[Li+].[Li+] lithium bis(trifluoromethylsulfonate)